tert-butyl 3-bromo-4-((5-cyano-3-hydroxy-2H-indazol-2-yl)methyl)-5-methoxy-7-methyl-1H-indole-1-carboxylate BrC1=CN(C2=C(C=C(C(=C12)CN1N=C2C=CC(=CC2=C1O)C#N)OC)C)C(=O)OC(C)(C)C